P(=O)([O-])([O-])[O-].[W+2]=S.P(=O)([O-])([O-])[O-].[W+2]=S.[W+2]=S tungsten sulfide phosphate